3-[2-(2-[[2-(2,6-dioxopiperidin-3-yl)-1,3-dioxoisoindol-4-yl]amino]ethoxy)ethoxy]propanoic acid O=C1NC(CCC1N1C(C2=CC=CC(=C2C1=O)NCCOCCOCCC(=O)O)=O)=O